2-(1-(carboxymethyl)-4-methyl-1H-imidazol-3-ium-3-yl)acetic acid C(=O)(O)CN1C=[N+](C(=C1)C)CC(=O)O